butyl 3-(2-bromo-6-chloropyridin-4-yl)-4-(methylsulfonyl)piperazine-1-carboxylate BrC1=NC(=CC(=C1)C1CN(CCN1S(=O)(=O)C)C(=O)OCCCC)Cl